N-[(R)-[5-chloro-4-methyl-2-(prop-2-en-1-yloxy)phenyl](piperidin-4-yl)methyl]2-methylpropane-2-sulfinamide ClC=1C(=CC(=C(C1)[C@H](NS(=O)C(C)(C)C)C1CCNCC1)OCC=C)C